N(=[N+]=[N-])CCCN1CC(CCC1)O 1-(3-azidopropyl)piperidin-3-ol